O=C1NC(CCC1N1C(N(C2=C1C=CC(=C2)N2CCC(CC2)N2CCC(CC2)C(=O)O)C)=O)=O 1'-(1-(2,6-dioxopiperidin-3-yl)-3-methyl-2-oxo-2,3-dihydro-1H-benzo[d]imidazol-5-yl)-[1,4'-bipiperidine]-4-carboxylic acid